COC=1C(=C(C=O)C=CN1)C 2-METHOXY-3-METHYLISONICOTINALDEHYDE